4-amino-tetrahydro-2H-pyran-4-ylacetic acid NC1(CCOCC1)CC(=O)O